((2-(3-((tert-Butoxycarbonyl)amino)propyl)-3,4-difluorophenyl)-amino)-2-(trifluoromethyl)isonicotinic acid methyl ester COC(C1=C(C(=NC=C1)C(F)(F)F)NC1=C(C(=C(C=C1)F)F)CCCNC(=O)OC(C)(C)C)=O